(((5-((9H-carbazol-9-yl)methyl)-4-phenyl-4H-1,2,4-triazol-3-yl)thio)methyl)benzonitrile C1=CC=CC=2C3=CC=CC=C3N(C12)CC=1N(C(=NN1)SCC1=C(C#N)C=CC=C1)C1=CC=CC=C1